NC1=NN=C(S1)CC[C@H](CN1N=NC(=C1)C(=O)OCC)F ethyl (R)-1-(4-(5-amino-1,3,4-thiadiazol-2-yl)-2-fluorobutyl)-1H-1,2,3-triazole-4-carboxylate